tert-butyl 4-((4-methoxythieno[3,2-d]pyrimidin-7-yl)sulfonyl)piperazine-1-carboxylate COC=1C2=C(N=CN1)C(=CS2)S(=O)(=O)N2CCN(CC2)C(=O)OC(C)(C)C